2-(4-Bromo-1-(2,5-difluorophenyl)but-3-yn-1-yl)-7-fluoro-3-oxoisoindole BrC#CCC(C1=C(C=CC(=C1)F)F)N1CC2=C(C=CC=C2C1=O)F